ethyl 3-(aminomethyl)-5-(3-(trifluoromethyl)benzyl)-4,5-dihydroisoxazole-5-carboxylate hydrochloride Cl.NCC1=NOC(C1)(C(=O)OCC)CC1=CC(=CC=C1)C(F)(F)F